methoxy-N-((1-methyl-3-oxo-2,3,5,6,7,8-hexahydroisoquinolin-4-yl)methyl)-[1,1'-biphenyl]-4-carboxamide COC1=C(C=CC(=C1)C(=O)NCC=1C(NC(=C2CCCCC12)C)=O)C1=CC=CC=C1